Racemic-3-(3-cyano-4-fluorophenyl)-1-(1-(7,8-difluoro-1-oxo-1,2-dihydroisoquinolin-4-yl)ethyl)-1-methylurea C(#N)C=1C=C(C=CC1F)NC(N(C)[C@H](C)C1=CNC(C2=C(C(=CC=C12)F)F)=O)=O |r|